(R,E)-N-((2-(1-Benzoylpyrrolidin-2-yl)vinyl)sulfonyl)-N-((1,2,3,5,6,7-hexahydro-s-indacen-4-yl)carbamoyl)benzamid C(C1=CC=CC=C1)(=O)N1[C@H](CCC1)/C=C/S(=O)(=O)N(C(C1=CC=CC=C1)=O)C(NC1=C2CCCC2=CC=2CCCC12)=O